tert-butyl 2-(((4R,4aR,7S,7aR,12bS)-9-((4-methoxybenzyl)oxy)-3-methyl-2,3,4,4a,7,7a-hexahydro-1H-4,12-methanobenzofuro[3,2-e]isoquinolin-7-yl)oxy)acetate COC1=CC=C(COC2=CC=C3C4=C2O[C@@H]2[C@]45CCN([C@@H]([C@@H]5C=C[C@@H]2OCC(=O)OC(C)(C)C)C3)C)C=C1